2-((4-chlorobenzyl)oxy)-4-methoxy-5-(4-(methylsulfonyl)-1H-pyrrol-2-yl)pyridine ClC1=CC=C(COC2=NC=C(C(=C2)OC)C=2NC=C(C2)S(=O)(=O)C)C=C1